COC(C1=C(C=C(C=C1)C(F)(F)F)[N+](=O)[O-])=O 2-nitro-4-(trifluoromethyl)benzoic acid methyl ester